ClC=1C=C(C=CC1)C1=NC=CC(=C1)OC 2-(3-chlorophenyl)-4-methoxypyridine